N,N-di-tert-butylaminostyrene C(C)(C)(C)N(C(C)(C)C)C=CC1=CC=CC=C1